3-(3-(2,4-dimethoxybenzyl)-2,4-dioxotetrahydropyrimidin-1(2H)-yl)pyrazolo[1,5-a]pyridin COC1=C(CN2C(N(CCC2=O)C=2C=NN3C2C=CC=C3)=O)C=CC(=C1)OC